(E)-1-(3-(3-methoxyphenyl)allyl)piperazine COC=1C=C(C=CC1)/C=C/CN1CCNCC1